FC(C1C(C1)C(=O)NC=1N=CC2=CC(=C(C=C2C1)C1CCN(CC1)[C@@]1(COC[C@@H]1O)C)C)F 2-(difluoromethyl)-N-(6-(1-((3R,4R)-4-hydroxy-3-methyltetrahydrofuran-3-yl)piperidin-4-yl)-7-methylisoquinolin-3-yl)cyclopropane-1-carboxamide